(S)-12-(bis(3-fluorophenyl)methyl)-4-hydroxy-7,8,9,10-tetrahydro-12H-dipyridazino[1,2-a:1',6'-d][1,2,4]triazine-3,5-dione FC=1C=C(C=CC1)C([C@H]1N2N(C(C=3N1N=CC(C3O)=O)=O)CCCC2)C2=CC(=CC=C2)F